C(C)OC(OCC)OCC.BrC=1C(=CC=2C3=C(C(=NC2C1F)OC[C@H]1N(CCC1)C)N=CN3C3CCN(CC3)C(=O)OC(C)(C)C)Cl tert-Butyl (S)-4-(7-bromo-8-chloro-6-fluoro-4-((1-methylpyrrolidin-2-yl)methoxy)-1H-imidazo[4,5-c]quinolin-1-yl)piperidine-1-carboxylate Triethylorthoformate